N-stearoyl-L-glutamic acid mono-sodium [Na].C(CCCCCCCCCCCCCCCCC)(=O)N[C@@H](CCC(=O)O)C(=O)O